C(C)(C)NC(C(=O)C1=C2C=CC(NC2=C(C=C1)OCC1=CC=CC=C1)=O)CC 5-(2-isopropylaminobutyryl)-8-benzyloxy-quinolone